6-(benzyloxy)-5-methoxy-2-(1-phenyl-1,2,3,4-tetrahydroisoquinolin-2-yl)pyrimidine-4-carboxylic acid C(C1=CC=CC=C1)OC1=C(C(=NC(=N1)N1C(C2=CC=CC=C2CC1)C1=CC=CC=C1)C(=O)O)OC